CNC1=NC(=NC=C1CNCC1=C(C=CC=C1)[N+](=O)[O-])SC N-methyl-2-(methylsulfanyl)-5-(((2-nitrobenzyl)amino)methyl)pyrimidin-4-amine